S1C=NC(=C1)N1N=CC2=C(C=CC=C12)NC(C1=C(C=CC=C1)C(F)(F)F)=O N-[1-(1,3-thiazol-4-yl)-1H-indazol-4-yl]-2-(trifluoromethyl)benzamide